NCCC(=O)NC1CCC(CC1)N1C=CC2=CC=CC(=C12)Br N-((1r,4r)-4-(3-aminopropanamido)cyclohexyl)-7-bromo-1H-indole